4-(((7-bromo-6-chloro-8-fluoro-2-(((2R,7aS)-2-fluorotetrahydro-1H-pyrrolizin-7a(5H)-yl)methoxy)quinazolin-4-yl)amino)methyl)pyrrolidin-2-one BrC1=C(C=C2C(=NC(=NC2=C1F)OC[C@]12CCCN2C[C@@H](C1)F)NCC1CC(NC1)=O)Cl